1-(1Z-octadecenyl)-2-tetradecanoyl-glycero-3-phosphocholine CCCCCCCCCCCCCCCC/C=C\OC[C@H](COP(=O)([O-])OCC[N+](C)(C)C)OC(=O)CCCCCCCCCCCCC